N-(2-bromo-4-(perfluoropropane-2-yl)-6-iodophenyl)-2-fluoro-3-((hydroxy)(6-fluoropyridine-3-carbonyl)amino)benzamide BrC1=C(C(=CC(=C1)C(C(F)(F)F)(C(F)(F)F)F)I)NC(C1=C(C(=CC=C1)N(C(=O)C=1C=NC(=CC1)F)O)F)=O